tert-butyl (5-(2-(5-fluoropyridin-2-yl)-6,6-dimethyl-6,7-dihydro-4H-pyrazolo[5,1-c][1,4]oxazin-3-yl)pyrazolo[1,5-a]pyridin-7-yl)carbamate FC=1C=CC(=NC1)C1=NN2C(COC(C2)(C)C)=C1C1=CC=2N(C(=C1)NC(OC(C)(C)C)=O)N=CC2